BrC1=CC=C2C(N(C(=NC2=C1)C1C(N(CCC1)C)CCNC(OCC1=CC=CC=C1)=O)CC(C)(C)C)=O benzyl (2-(3-(7-bromo-3-neopentyl-4-oxo-3,4-dihydroquinazolin-2-yl)-1-methylpiperidin-2-yl)ethyl)carbamate